6-methoxy-3,8-dimethylquinolin-2(1H)-one COC=1C=C2C=C(C(NC2=C(C1)C)=O)C